(R)-N-(1-(3-(2-(azetidin-3-yloxy)-1,1-difluoro-2-methylpropyl)-2-fluorophenyl)ethyl)-6-(4-isopropylpiperazin-1-yl)-7-methoxy-2-methylpyrido[2,3-d]pyrimidin-4-amine N1CC(C1)OC(C(F)(F)C=1C(=C(C=CC1)[C@@H](C)NC=1C2=C(N=C(N1)C)N=C(C(=C2)N2CCN(CC2)C(C)C)OC)F)(C)C